C1(CCCC1)N(C(=O)OCC1=C(C=NN1C)C1=NC=C(C(=N1)C)OC1CCCCC1)C (1S,3S)-3-((2-(5-(((Cyclopentyl(methyl)carbamoyl)oxy)methyl)-1-methyl-1H-pyrazol-4-yl)-4-methylpyrimidin-5-yl)oxy)cyclohexan